(2S)-3-(tert-Butoxycarbonylamino)-2-hydroxy-propionic acid C(C)(C)(C)OC(=O)NC[C@@H](C(=O)O)O